1-tetradecyloxy-2,5-diaminobenzene C(CCCCCCCCCCCCC)OC1=C(C=CC(=C1)N)N